C1(CCC1)OC1=NC(=NC=C1C(=O)NC1=C(C=CC=C1Cl)Cl)SC 4-Cyclobutoxy-N-(2,6-dichlorophenyl)-2-(methylsulfanyl)pyrimidine-5-carboxamide